(2R)-2-{2-[methoxy(methyl)carbamoyl]ethyl}morpholine-4-carboxylic acid tert-butyl ester C(C)(C)(C)OC(=O)N1C[C@H](OCC1)CCC(N(C)OC)=O